(±)-phenylsuccinic acid C1(=CC=CC=C1)[C@H](C(=O)O)CC(=O)O |r|